FC1CC(N(C1)C(C(C)(C1=NC=NN1)C)=O)C(=O)NC(C1=CC=C(C=C1)C(C)C)C1=CC=CC=C1 4-fluoro-1-[2-methyl-2-(1H-1,2,4-triazol-5-yl)propanoyl]-N-{phenyl[4-(propan-2-yl)phenyl]methyl}pyrrolidine-2-carboxamide